BrC=1C=C(C=C2C=CC3=C(OC=C3)C12)OC 9-bromo-7-methoxynaphtho[1,2-b]furan